BrC(CC(=O)O)C(CBr)=O 3,5-dibromo-4-oxo-pentanoic acid